CC1=NOC(=C1I)C 3,5-dimethyl-4-iodo-isoxazole